[Ni].C(C1=CC=CC=C1)OC1=NC(=CC=C1C1=CC(=C(C=C1)Br)F)OCC1=CC=CC=C1 2,6-dibenzyloxy-3-(4-bromo-3-fluoro-phenyl)pyridine NICKEL